NC=1C(=C(C=C2C=C(N=CC12)NC(=O)NC1C(CCC1)OC)C1=C(C2=C(OCCN2)N=C1)C)F 1-(8-Amino-7-fluoro-6-(8-methyl-2,3-dihydro-1H-pyrido[2,3-b][1,4]oxazin-7-yl)isoquinolin-3-yl)-3-(2-methoxycyclopentyl)urea